Diethylhexyl Carbonat C(OC(CCCCC)(CC)CC)([O-])=O